C12(CC3CC(CC(C1)C3)C2)C=2C=C(C=C(C2)C)C2=C(C=CC=C2)N(CCOC)C2=C(C(=CC(=C2)C)C23CC1CC(CC(C2)C1)C3)O 3-((1s,3s)-adamantan-1-yl)-2'-((3-((3r,5r,7r)-adamantan-1-yl)-2-hydroxy-5-methylphenyl)(2-methoxyethyl)amino)-5-methyl-[1,1'-biphenyl]